CC1OCCN(C1)S(=O)(=O)C1=CC=C(C=C1)[N+](=O)[O-] 6-methyl-4-(4-nitrophenyl)sulfonyl-morpholine